C(C1=CC=CC=C1)(=O)CC(=O)CC(C1=CC=CC=C1)=O 1,3-dibenzoylacetone